tert-butyl 4-((4-(piperazin-1-yl)piperidine-1-yl)methyl)piperidine-1-carboxylate N1(CCNCC1)C1CCN(CC1)CC1CCN(CC1)C(=O)OC(C)(C)C